BrC=1C=C(C=CC1)C1OC2=C(C1)C=C(C=C2)C(F)(F)F 2-(M-bromophenyl)-5-(trifluoromethyl)-2,3-dihydro-1-benzofuran